CC(C)(C)S(=O)N[C@@H](C)C=1C=NC(=CC1)N1N=CC(=C1)C 2-Methyl-N-((S)-1-(6-(4-methyl-1H-pyrazol-1-yl)pyridin-3-yl)ethyl)propane-2-sulfinamide